N-(4-methyl-3-(7-methyl-2-(methylamino)pyrido[2,3-d]pyrimidin-6-yl)phenyl)-1-(trifluoromethyl)-5,6-dihydroimidazo[1,5-a]pyrazine-7(8H)-carboxamide CC1=C(C=C(C=C1)NC(=O)N1CC=2N(CC1)C=NC2C(F)(F)F)C2=CC1=C(N=C(N=C1)NC)N=C2C